FC1=C(C=C(C=C1)COC1CCC(CC1)C)B(O)O (2-FLUORO-5-([(4-METHYLCYCLOHEXYL)OXY]METHYL)PHENYL)BORANEDIOL